Cl.ClC=1C=C(C(=C(C1)C1=NC=NN2C1=CC(=C2)CN2C(C1C(C1C2=O)(C)C)=O)OCC2(CNCCC2)C)C 3-((4-(5-chloro-3-methyl-2-((3-methylpiperidin-3-yl)methoxy)phenyl)pyrrolo[2,1-f][1,2,4]triazin-6-yl)methyl)-6,6-dimethyl-3-azabicyclo[3.1.0]hexane-2,4-dione hydrochloride